CC=1C=CC(=NC1)C1CCNCC1 5-methyl-2-(4-piperidinyl)pyridine